FC1=C(C=C(C=C1)NC1=NC=CC(=C1)C=1C=C2C(CN=CC2=CC1)(C)C)CS(=O)(=O)C 6-(2-((4-Fluoro-3-((methylsulfonyl)methyl)phenyl)amino)pyridin-4-yl)-4,4-dimethyl-3,4-Dihydroisoquinolin